C1(=CC=CC=C1)C[Zn+] phenylmethylzinc (II)